C(CCCCCCC\C=C\CCC)CC(=O)O.NC1N2CCC(C1)CC2 (amino)quinuclidine (E)-9-tridecenyl-acetate